N-Methyl-N-(4-methyl-5-sulfamoyl-1,3-thiazol-2-yl)-2-[4-(pyridin-2-yl)phenyl]acetamide CN(C(CC1=CC=C(C=C1)C1=NC=CC=C1)=O)C=1SC(=C(N1)C)S(N)(=O)=O